ClC1=NC=C(C(=N1)NC1=C(C=CC=C1)P(C)(C)=O)F (2-((2-chloro-5-fluoropyrimidin-4-yl)amino)phenyl)dimethyl-phosphine oxide